6-(3,4-dichlorophenyl)decahydropyrrolo[3,4-d]azepine ClC=1C=C(C=CC1Cl)N1CCC2C(CC1)CNC2